acetic acid tert-amyl ester C(C)(C)(CC)OC(C)=O